C1(CCCC1)N(C(=O)C1=NN(C=N1)C1=CC=C(C=C1)C)C N-cyclopentyl-N-methyl-1-(p-tolyl)-1H-1,2,4-triazole-3-carboxamide